(3-Acryloxypropyl)tri-methoxysilan C(C=C)(=O)OCCC[Si](OC)(OC)OC